COC1=C(C=C(C=C1)C)[C@]1([C@H](C1)C1=NC(=CC=C1)OC(C)C)C(=O)NS(=O)(=O)C=1C=2C=CC(=NC2C=CC1)C (1S,2S)-1-(2-methoxy-5-methylphenyl)-N-(2-methylquinoline-5-sulfonyl)-2-{6-[(propan-2-yl)oxy]pyridin-2-yl}cyclopropane-1-carboxamide